4-[5-(4-Chloro-phenyl)-4H-[1,2,4]triazol-3-yl]-1-(2,2-difluoro-benzo[1,3]dioxol-5-ylmethyl)-piperidine ClC1=CC=C(C=C1)C=1NC(=NN1)C1CCN(CC1)CC1=CC2=C(OC(O2)(F)F)C=C1